4-Methyl-2-(3-(pyridin-3-yl)propyl)-5-(pyrrolidin-1-yl)thiazole CC=1N=C(SC1N1CCCC1)CCCC=1C=NC=CC1